2,6-diaminohexynic acid NC(C(=O)O)C#CCCN